1-(3-hydroxyprop-1-en-1-yl)-3-isopropylcyclohexan-1-ol OCC=CC1(CC(CCC1)C(C)C)O